ClC=1C=CC(=NC1)CC=O 5-chloro-2-pyridineacetaldehyde